NC1=NC=NN2C1=C(N=C2C2CC2)C2=CC(=C(C=C2)NC(=O)NC2=CC(=C(C=C2)CN2CCN(CC2)C)C(F)(F)F)F 1-(4-(4-amino-7-cyclopropylimidazo[5,1-f][1,2,4]triazine-5-yl)-2-fluorophenyl)-3-(4-((4-methylpiperazin-1-yl)methyl)-3-(trifluoromethyl)phenyl)urea